4-[(2R,4R)-4-[(3S)-4-{6-[(5-bromo-1-methyl-2-oxopyridin-3-yl)amino]pyridin-3-yl}-3-methylpiperazin-1-yl]-2-methylpiperidin-1-yl]benzene-1,2-dicarboxylic acid BrC=1C=C(C(N(C1)C)=O)NC1=CC=C(C=N1)N1[C@H](CN(CC1)[C@H]1C[C@H](N(CC1)C=1C=C(C(=CC1)C(=O)O)C(=O)O)C)C